[Si](C1=CC=CC=C1)(C1=CC=CC=C1)(C(C)(C)C)O[C@@H]1C[C@H]([C@@H](O[C@H]1C)O[C@@H](CC/C=C/C(=O)N1CCCC1)C)O (R,E)-6-(((2R,3R,5R,6S)-5-((tert-butyldiphenylsilyl)oxy)-3-hydroxy-6-methyltetrahydro-2H-pyran-2-yl)oxy)-1-(pyrrolidin-1-yl)hept-2-en-1-one